oxyethylene-β-naphthyl ether O1CCC2=C(C=CC3=CC=CC=C23)O1